ClC1=C(C(=CC=C1)C(F)(F)F)NS(=O)(=O)C=1C(=C(NC1C)C)C(=O)O 4-(N-(2-chloro-6-(trifluoromethyl)phenyl)sulfamoyl)-2,5-dimethyl-1H-pyrrole-3-carboxylic acid